azetidine-1-carboxylic acid phenylmethyl ester C1(=CC=CC=C1)COC(=O)N1CCC1